4-amino-5-[4-(4-aminopiperidin-1-yl)-3-(3,5-difluorophenyl)quinolin-6-yl]pyridine-3-carbonitrile NC1=C(C=NC=C1C=1C=C2C(=C(C=NC2=CC1)C1=CC(=CC(=C1)F)F)N1CCC(CC1)N)C#N